C1(CCCCC1)OC1(CCN(CC1)C1=CN=NC(=C1)C1=C(C=CC=C1)O)C(=O)N1CC2(CN(C2)CCC2CCN(CC2)C2=CC=C(C=C2)[C@@H]2C(NC(CC2)=O)=O)C1 |r| rac-3-(4-(4-(2-(6-(4-(cyclohexyloxy)-1-(6-(2-hydroxyphenyl)pyridazin-4-yl)piperidine-4-carbonyl)-2,6-diazaspiro[3.3]heptan-2-yl)ethyl)piperidin-1-yl)phenyl)piperidine-2,6-dione